O=C(C(=O)O)NC1=CC=C(C=C1)C#CC1=CC=C(C=C1)S(N)(=O)=O 2-Oxo-2-((4-((4-sulfamoylphenyl)ethynyl)phenyl)amino)acetic acid